cis-2-(3-(3-((4-fluoro-1,1-dioxido-2,3-dihydrobenzo[d]isothiazol-5-yl)amino)-1H-pyrazol-5-yl)cyclopentyl)pyrido[3,4-d]pyridazin-1(2H)-one FC1=C(C=CC2=C1CNS2(=O)=O)NC2=NNC(=C2)[C@H]2C[C@H](CC2)N2N=CC1=C(C2=O)C=CN=C1